3-(2,2,2-trifluoroethyl)-1,2,3-oxathiazolidine 2-oxide FC(CN1S(OCC1)=O)(F)F